2-((4-(2-(5-chloropyridin-2-yl)-2-methylbenzo[d][1,3]dioxol-4-yl)piperidin-1-yl)methyl)-4-(ethoxy-d5)-1-(((S)-oxetan-2-yl)methyl)-1H-benzo[d]imidazole-6-carboxylic acid ClC=1C=CC(=NC1)C1(OC2=C(O1)C=CC=C2C2CCN(CC2)CC2=NC1=C(N2C[C@H]2OCC2)C=C(C=C1OC(C([2H])([2H])[2H])([2H])[2H])C(=O)O)C